[N+](=O)([O-])C1=C(OC2=CC=C(C=C2)O)C=CC=C1 4-(2-nitrophenoxy)phenol